1-(4-fluorophenyl)guanidine (Z)-Ethyl-(3-(4-methoxyphenyl)thiazol-2(3H)-ylidene)carbamate C(C)C=1N(/C(/SC1)=N/C(O)=O)C1=CC=C(C=C1)OC.FC1=CC=C(C=C1)NC(=N)N